1-(Pyrazin-2-yl)-3-(quinolin-4-yl)urea N1=C(C=NC=C1)NC(=O)NC1=CC=NC2=CC=CC=C12